(4S)-N-benzhydryl-4-((S)-2-(methylamino)propanamido)-5-oxo-8,8-diphenethyloctahydropyrrolo[2,1-b][1,3]oxazepine-7-carboxamide hydrochloride Cl.C(C1=CC=CC=C1)(C1=CC=CC=C1)NC(=O)C1C(CC2OCC[C@@H](C(N21)=O)NC([C@H](C)NC)=O)(CCC2=CC=CC=C2)CCC2=CC=CC=C2